2-(1-(Cyclopropylmethyl)-7-(1-(2-methoxyacetyl)piperidin-4-yl)-1H-pyrrolo[2,3-c]pyridin-2-yl)-4-methoxy-3-methylpyrazolo[1,5-a]pyridine-6-carboxylic acid methyl ester COC(=O)C=1C=C(C=2N(C1)N=C(C2C)C2=CC=1C(=C(N=CC1)C1CCN(CC1)C(COC)=O)N2CC2CC2)OC